C(C)(C)(C)C(=O)N[C@@H](C)C(=O)O (tert-butylcarbonyl)-L-alanine